C(C1=CC=CC=C1)N([C@H]([C@@H](C(=O)OC(C)(C)C)O)CCC(C)(F)F)[C@@H](C)C1=CC=CC=C1 tert-butyl (2S,3S)-3-{benzyl[(1S)-1-phenylethyl]amino}-6,6-difluoro-2-hydroxyheptanoate